(4-(difluoromethoxy)-3-fluorophenyl)methylamine FC(OC1=C(C=C(C=C1)CN)F)F